C1(CCC1)C1=C(C=CC=C1)C1=C(C=2N=C(N=C(C2C=N1)N1C[C@@H](NCC1)CC#N)OC[C@]12CCCN2C[C@@H](C1)F)F 2-((S)-4-(7-(2-cyclobutylphenyl)-8-fluoro-2-(((2R,7aS)-2-fluorotetrahydro-1H-pyrrolizin-7a(5H)-yl)methoxy)pyrido[4,3-d]pyrimidin-4-yl)piperazin-2-yl)acetonitrile